COC1=C(C=CC=C1)C(O)(C=1NC2=CC=CC=C2C1C1=CC=CC=C1)C1=CC=CC=C1 (2-methoxyphenyl)(phenyl)(3-phenyl-1H-indol-2-yl)methanol